C(C1=CC=CC=C1)OC(=O)N1[C@H](CN(CC1)C1=NC(=NC(=C1[N+](=O)[O-])CC1(CCCC2=CC=CC=C12)C(=O)OC)C=1C=NC=CC1)CC#N (2S)-2-(cyanomethyl)-4-(6-((1-(methoxycarbonyl)-1,2,3,4-tetrahydronaphthalen-1-yl)methyl)-5-nitro-2-(pyridin-3-yl)pyrimidin-4-yl)piperazine-1-carboxylic acid benzyl ester